C1N(CC12CN(CC2C(=O)OCC)C(=O)OCC=C)C(=O)OC(C)(C)C 6-allyl 2-(tert-butyl) 8-ethyl 2,6-diazaspiro[3.4]octane-2,6,8-tricarboxylate